OCC=1N=C(SC1[S@@](=O)(N)=NC(NC1=C2C(=NC3=C1CCC3)[C@H](CC2)C)=O)C(C)(C)O |o1:22| (R,S) or (R,R)-4-(hydroxymethyl)-2-(2-hydroxypropan-2-yl)-N'-((3-methyl-1,2,3,5,6,7-hexahydrodicyclopenta[b,e]pyridin-8-yl)carbamoyl)thiazole-5-sulfonimidamide